5-chloro-N-[(1S)-3-(methylamino)-2,3-dioxo-1-[[(3S)-2-oxopyrrolidin-3-yl]methyl]propyl]-2-[[1-(trifluoromethyl)cyclopropanecarbonyl]amino]benzamide ClC=1C=CC(=C(C(=O)N[C@H](C(C(=O)NC)=O)C[C@H]2C(NCC2)=O)C1)NC(=O)C1(CC1)C(F)(F)F